FC=1C(N(C(=CC1)C)C1=CC=NC=C1)=O fluoro-6-methyl-2-oxo-2H-[1,4'-bipyridine]